1,4-butanedithiol dimethacrylate C(C(=C)C)(=O)O.C(C(=C)C)(=O)O.C(CCCS)S